(2S)-1-[2,5-dimethyl-4-(1-tetrahydropyran-2-yl-3-vinyl-pyrazolo[3,4-c]pyridin-5-yl)pyrazol-3-yl]oxy-N-methyl-propan-2-amine CN1N=C(C(=C1OC[C@H](C)NC)C=1C=C2C(=CN1)N(N=C2C=C)C2OCCCC2)C